(1s,4s)-4-(1-(tert-butyl)-3-(2-(3-methylisoxazol-5-yl)acetamido)-1H-pyrazol-5-yl)-N-isopropylcyclohexane-1-carboxamide C(C)(C)(C)N1N=C(C=C1C1CCC(CC1)C(=O)NC(C)C)NC(CC1=CC(=NO1)C)=O